ClC1=C(C(=C(N=N1)SC1=C(C(=CC=C1)C1CC1)F)C(=O)NCC(F)(F)C1=C(C=C(C=C1)C)Cl)C 6-Chloro-N-[2-(2-chloro-4-methylphenyl)-2,2-difluoroethyl]-3-[(3-cyclopropyl-2-fluorophenyl)thio]-5-methylpyridazine-4-carboxamide